C(C(C)C)OC=1C=C(C=CC1)C=1C=C2CC(C(C2=CC1)NC(O[C@@H]1CN2CCC1CC2)=O)(C)C (S)-quinuclidin-3-yl (5-(3-isobutoxyphenyl)-2,2-dimethyl-2,3-dihydro-1H-inden-1-yl)carbamat